10-(3-(tert-butoxycarbonyl)phenoxy)decanoic acid C(C)(C)(C)OC(=O)C=1C=C(OCCCCCCCCCC(=O)O)C=CC1